6-(3-((tetrahydro-2H-pyran-4-yl)ethynyl)-1-((2-(trimethylsilyl)ethoxy)methyl)-1H-1,2,4-triazol-5-yl)isoquinoline O1CCC(CC1)C#CC1=NN(C(=N1)C=1C=C2C=CN=CC2=CC1)COCC[Si](C)(C)C